BrC1=CC=C2C=CC(N(C2=C1)CC1=CC=C(C=C1)C1=NOC(=N1)C(F)(F)F)=O 7-bromo-1-{4-[5-(trifluoromethyl)-1,2,4-oxadiazol-3-yl]benzyl}quinolin-2(1H)-one